N=1C=NN2C1C=C(C=C2)OC2=C(C=C(C=C2)NC2=NC=NC=1C=C3C(=CC21)N2[C@H](CO3)CN(CC2)C)C (S)-N-(4-([1,2,4]triazolo[1,5-a]pyridin-7-yloxy)-3-methylphenyl)-3-methyl-1,2,3,4,4a,5-hexahydropyrazino[1',2':4,5][1,4]oxazino[3,2-g]quinazolin-11-amine